5-iodo-1-methyl-1,3-dihydro-2H-benzo[d]imidazol-2-one IC1=CC2=C(N(C(N2)=O)C)C=C1